5-(benzyloxy)-2-methyl-N-(pyrrolidin-3-ylmethyl)benzofuran-3-carboxamide C(C1=CC=CC=C1)OC=1C=CC2=C(C(=C(O2)C)C(=O)NCC2CNCC2)C1